2-methoxy-3-oxosuccinic acid 1,4-diethyl ester C(C)OC(C(C(C(=O)OCC)=O)OC)=O